N-methylmorpholin-3-one-amide CNC(=O)N1C(COCC1)=O